tert-Butyl 4-amino-3-cyano-piperidine-1-carboxylate NC1C(CN(CC1)C(=O)OC(C)(C)C)C#N